C1(=CC=CC2=CC=CC=C12)C1CCN(CC1)C(=O)C1CC2(C1)NC(OC2)=O (2s,4s)-2-(4-(naphthalen-1-yl)piperidine-1-carbonyl)-7-oxa-5-azaspiro[3.4]octan-6-one